FC1([C@@H](C1)C(=O)N1C[C@@H](CCC1)NC1=C2C(=NC=C1C(=O)OC)NC=C2)F methyl 4-(((R)-1-((S)-2,2-difluorocyclopropane-1-carbonyl)piperidin-3-yl)amino)-1H-pyrrolo[2,3-b]pyridine-5-carboxylate